FC1=C(/C=C/C2=CC=C(N(CC)CC)C=C2)C=CC=C1 (E)-4-(2-fluorostyryl)-N,N-diethylaniline